BrC=1C=C(C(NC1)=O)Cl 5-bromo-3-chloropyridin-2(1H)-one